C(CCCCCCCCC\C=C/CCCCCC)(=O)[O-] (Z)-octadec-11-enoate